3-Benzylmethylenecamphor Tert-butyl-4-(1-(2,6-dioxopiperidin-3-yl)-3-methyl-2-oxo-2,3-dihydro-1H-benzo-[d]imidazol-5-yl)piperidine-1-carboxylate C(C)(C)(C)OC(=O)N1CCC(CC1)C1=CC2=C(N(C(N2C)=O)C2C(NC(CC2)=O)=O)C=C1.C(C1=CC=CC=C1)C=C1C(C2(CCC1C2(C)C)C)=O